1-(3-(4-chloro-7-methoxyquinazolin-6-yl)azetidin-1-yl)-2,2,2-trifluoroethan-1-one ClC1=NC=NC2=CC(=C(C=C12)C1CN(C1)C(C(F)(F)F)=O)OC